NCCCCC#CC#CCCCC 12-amino-5,7-dodecadiyne